[N-](S(=O)(=O)C(F)(F)F)S(=O)(=O)C(F)(F)F.C(CC)N1C=[N+](C=C1)C 1-propyl-3-methyl-imidazolium trifluoromethanesulfonimide